ClC1=CC2=C(C(=N1)C1=C(C=C(C=C1)C(F)(F)F)F)CN(C2=O)C2=NN(C=C2)C 6-chloro-4-[2-fluoro-4-(trifluoromethyl)phenyl]-2-(1-methylpyrazol-3-yl)-3H-pyrrolo[3,4-c]pyridin-1-one